dihydroxybutyl 3,5-dichlorobenzoate ClC=1C=C(C(=O)OCCCC(O)O)C=C(C1)Cl